methyl 2-((4-(difluoromethoxy)phenyl)amino)-5-fluoro-4-(4,4,5,5-tetramethyl-1,3,2-dioxaborolan-2-yl)benzoate FC(OC1=CC=C(C=C1)NC1=C(C(=O)OC)C=C(C(=C1)B1OC(C(O1)(C)C)(C)C)F)F